2-(6-(Ethylamino)-4-(2-(4-methyl-4H-1,2,4-triazol-3-yl)phenyl)pyridin-2-yl)-6-((3-fluoroazetidin-1-yl)methyl)-4-(trifluoromethyl)isoindolin-1-one C(C)NC1=CC(=CC(=N1)N1C(C2=CC(=CC(=C2C1)C(F)(F)F)CN1CC(C1)F)=O)C1=C(C=CC=C1)C1=NN=CN1C